FC(OC=1C=CC(=NC1)CC1CC2(CN(C2)C(=O)N2CC3(C2)NC(CC3)=O)C1)(F)F 2-[6-[[5-(trifluoromethoxy)-2-pyridinyl]methyl]-2-azaspiro[3.3]heptane-2-carbonyl]-2,5-diazaspiro[3.4]octan-6-one